FC=1C=C(C=CC1S(=O)(=O)C)NC(=O)C1=CN(C(=C1C)C1=C(C=CC=C1)C(F)(F)F)CC1(CC1)O N-(3-fluoro-4-(methylsulfonyl)phenyl)-1-((1-hydroxycyclopropyl)methyl)-4-methyl-5-(2-(trifluoromethyl)phenyl)-1H-pyrrole-3-carboxamide